benzothiazol-2-yl-(1S,3R)-1-cyclohexyl-2-tert-butoxycarbonyl-1,2,3,4-tetrahydro-β-carboline-3-carboxylic acid S1C(=NC2=C1C=CC=C2)[C@]2(N([C@H](CC=1C3=CC=CC=C3NC21)C(=O)O)C(=O)OC(C)(C)C)C2CCCCC2